CN(C)C=NC(C1=C(C=CC(=C1)F)C)=O ((dimethylamino)methylene)-5-fluoro-2-methylbenzamide